[Al].[Fe].[Al].[Mg] magnesium aluminum-iron aluminum